CN1CCC(CC1)NC1=C2C=C(N(C2=CC=C1)CC(F)(F)F)C(=O)NNC(CNC1=CC=C(C=C1)S(=O)(=O)C)=O 4-((1-methylpiperidin-4-yl)amino)-N'-((4-(methylsulfonyl)phenyl)glycyl)-1-(2,2,2-trifluoroethyl)-1H-indole-2-carbohydrazide